3-amino-2-methylpropyl-(tritetradecoxysilane) NCC(C[Si](OCCCCCCCCCCCCCC)(OCCCCCCCCCCCCCC)OCCCCCCCCCCCCCC)C